ClC1=C2C(=NC=C1C#N)C1=C(C=NC(=C1)CN1CCC3(CN(C3)C)CC1)N2CC(F)(F)F 4-Chloro-8-((2-methyl-2,7-diazaspiro[3.5]nonan-7-yl)methyl)-5-(2,2,2-trifluoroethyl)-5H-pyrrolo[3,2-b:5,4-c']dipyridine-3-carbonitrile